ClC=1C=C(C(=NC1)[N+](=O)[O-])N1CC(OCC1)C#N 4-(5-chloro-2-nitropyridin-3-yl)morpholine-2-carbonitrile